OC=1C(=NC=CC1)C(=O)NC1=NC=CC(=C1)CNC(=O)C1CN(CCC1)C(=O)OCCCC butyl 3-(((2-(3-hydroxypicolinamido)pyridin-4-yl)methyl)carbamoyl)piperidine-1-carboxylate